2-(5-(Methoxy-d3)-1H-indol-3-yl)-N,N-dimethylacetamide C(OC=1C=C2C(=CNC2=CC1)CC(=O)N(C)C)([2H])([2H])[2H]